COC1=CC=C(C=C1)/C=C/C(=O)N(C1CSCC1)C1=CC=CC=C1 (E)-3-(4-methoxyphenyl)-N-phenyl-N-tetrahydro-thiophen-3-yl-prop-2-enamide